(1S,2R)-2-((S)-5-Chloro-8-((5-(difluoromethyl)-1-methyl-1H-imidazol-4-yl)methoxy)-1-((1-oxoisoindolin-2-yl)methyl)-1,2,3,4-tetrahydroisochinolin-2-carbonyl)cyclohexan ClC1=C2CCN([C@@H](C2=C(C=C1)OCC=1N=CN(C1C(F)F)C)CN1C(C2=CC=CC=C2C1)=O)C(=O)C1CCCCC1